CC1=C(N=C2[C@@H]3CC[C@H](C2=C1C=1C(=C(C=C2C=NN(C12)C)C)C)C3)N3CC1(CN(C1)C(C=C)=O)CC3 (P)-1-(6-((1R,8S)-5-methyl-6-(1,5,6-trimethyl-1H-indazol-7-yl)-3-azatricyclo[6.2.1.02,7]undeca-2,4,6-trien-4-yl)-2,6-diazaspiro[3.4]octan-2-yl)-2-propen-1-one